2-(2-bromo-6-ethyl-3-methyl-8-oxo-7-(piperazin-1-yl)pyrido[2,3-b]pyrazin-5(8H)-yl)acetic acid trifluoroacetate FC(C(=O)O)(F)F.BrC=1N=C2C(=NC1C)N(C(=C(C2=O)N2CCNCC2)CC)CC(=O)O